N-((R)-3,3-difluoro-1-methylpiperidin-4-yl)-5-(1-((S)-1,1-difluoropropan-2-yl)-1H-benzo[d][1,2,3]triazol-6-yl)-4-methoxypyrrolo[2,1-f][1,2,4]triazin-2-amine FC1(CN(CC[C@H]1NC1=NN2C(C(=N1)OC)=C(C=C2)C=2C=CC1=C(N(N=N1)[C@H](C(F)F)C)C2)C)F